N-ethyl-3-hydroxy-2-phenyl-N-(pyridin-4-yl-methyl)propanamide C(C)N(C(C(CO)C1=CC=CC=C1)=O)CC1=CC=NC=C1